NCCOCCOCCOC[C@H]1OC2=CC=C(C=C2[C@@H](C1)N1C(NC(CC1=O)(CC)CC)=N)C(=O)N[C@H]1CC(OC2=CC=CC=C12)(C)C (2S,4R)-2-[2-[2-(2-aminoethoxy)ethoxy]ethoxymethyl]-4-(4,4-diethyl-2-imino-6-oxo-hexahydropyrimidin-1-yl)-N-[(4S)-2,2-dimethylchroman-4-yl]chromane-6-carboxamide